FC=1C=C(C=NC1)CC1(CCNCC1)C1=NOCC(O1)CN1CCCCC1 (4-((5-fluoropyridin-3-yl)methyl)piperidin-4-yl)-5-(piperidin-1-ylmethyl)-5,6-dihydro-1,4,2-dioxazine